Vinylferrocen C=CC1=C[CH]C=C1.C1=C[CH]C=C1.[Fe]